BrC1=C(C=C(C=C1)S(F)(F)(F)(F)F)F 1-bromo-2-fluoro-4-(pentafluoro-λ6-sulfanyl)benzene